C1(=CC=CC=C1)C(=C(C)NC([C@H](C)N1C(OC2=C(C1=O)N=CC=C2OC)=O)=O)C2=CC=CC=C2 (S)-N-(1,1-bis(phenyl)prop-1-en-2-yl)-2-(8-methoxy-2,4-dioxo-2H-pyrido[2,3-e][1,3]oxazin-3(4H)-yl)propanamide